nitronium (nitrosonium) N#[O+].O=[N+]=O